OC(CCN1C(N(C2=C1C=C(C=C2)NC2=NC(=NC(=C2Cl)Cl)Cl)C)=O)(C)C 3-(3-Hydroxy-3-methylbutyl)-1-methyl-5-((2,5,6-trichloropyrimidin-4-yl)amino)-1,3-dihydro-2H-benzo[d]imidazol-2-on